2-(2-(3,4-dichlorobenzyl)-3,4-dihydro-1H-pyrido[3,4-b]indol-9(2H)-yl)ethanamine ClC=1C=C(CN2CC=3N(C4=CC=CC=C4C3CC2)CCN)C=CC1Cl